Methyl (S)-4-(1-(1-(3,5-dichlorobenzyl)-6-(trifluoromethyl)-2,3-dihydro-1H-imidazo[1,2-b]pyrazole-7-carboxamido)ethyl)benzoate ClC=1C=C(CN2CCN3N=C(C(=C32)C(=O)N[C@@H](C)C3=CC=C(C(=O)OC)C=C3)C(F)(F)F)C=C(C1)Cl